N-[4-amino-1-(2-trimethylsilylethoxymethyl)pyrazolo[4,3-c]pyridin-7-yl]-2-oxo-2-[(2R,5S)-2-(2-methoxy-4-pyridyl)-5-methyl-1-piperidyl]acetamide NC1=NC=C(C2=C1C=NN2COCC[Si](C)(C)C)NC(C(N2[C@H](CC[C@@H](C2)C)C2=CC(=NC=C2)OC)=O)=O